2-[1-(cyclohex-3-ene-1-carbonyl)piperidin-4-yl]-6-(3,5-dimethylpyrazol-1-yl)pyridazin-3-one C1(CC=CCC1)C(=O)N1CCC(CC1)N1N=C(C=CC1=O)N1N=C(C=C1C)C